COC(C(C(C)=NC)C(C1=NC=C(C=C1)Br)=O)=O methyl-2-(5-bromopicolinoyl)-3-(methylimino)butanoate